CC=1SC=C(N1)[C@H]1N(OCC1)C(=O)OC(C)(C)C Tert-butyl (3S)-3-(2-methylthiazol-4-yl)isoxazolidine-2-carboxylate